Cl.CO[C@@H]1[C@@H](COC1)N |r| (±)-cis-4-methoxytetrahydrofuran-3-amine hydrochloride